C(C)(C)(C)C1=CC=C(OC2=CC=C(C=N2)NC(OC(C(C)(C)C)CCC(=O)NC(P(=O)(OCC)OCC)P(=O)(OCC)OCC)=O)C=C1 6-((bis(diethoxyphosphoryl)methyl)amino)-2,2-dimethyl-6-oxohexan-3-yl (6-(4-(tert-butyl)phenoxy)-pyridin-3-yl)carbamate